C(#N)C1=C(C=C(C=C1)OC)C(C(=O)OC)C methyl 2-(2-cyano-5-methoxyphenyl)propionate